21-hydroxyheneicosyl myristoleate C(CCCCCCC\C=C/CCCC)(=O)OCCCCCCCCCCCCCCCCCCCCCO